F[C@@H]1[C@@H](C1)C(=O)NC=1SC2=C(N1)C=CC(=C2)NC(=O)C=2C(NC=CC2NC2=C(C1=C(OCCN1)N=C2)C)=O N-(2-((1S,2S)-2-fluorocyclopropane-1-carboxamido)benzo[d]thiazol-6-yl)-4-((8-methyl-2,3-dihydro-1H-pyrido[2,3-b][1,4]oxazin-7-yl)amino)-2-oxo-1,2-dihydropyridine-3-carboxamide